2-oxo-3-ethoxycarbonyl-5-chloromethyl-tetrahydrofuran O=C1OC(CC1C(=O)OCC)CCl